diBoc-L-lysine C(=O)(OC(C)(C)C)N([C@@H](CCCCN)C(=O)O)C(=O)OC(C)(C)C